1-(5-fluoro-4-methoxypyridin-2-yl)ethanone FC=1C(=CC(=NC1)C(C)=O)OC